2',5-dichloro-N-(5-chloro-6-(3-methyl-1H-1,2,4-triazol-1-yl)pyridin-3-yl)-2,4'-difluoro-[1,1'-biphenyl]-4-carboxamide ClC1=C(C=CC(=C1)F)C1=C(C=C(C(=C1)Cl)C(=O)NC=1C=NC(=C(C1)Cl)N1N=C(N=C1)C)F